P(=O)(OC(F)(F)F)(OC(F)(F)F)OC=C bis(trifluoromethyl) vinyl phosphate